(2-(dimethylamino)ethyl)-5-(2-nitrophenyl)-2-(4-nitrophenyl)Azole-4-carboxamide CN(CCC1=C(NC(=C1C(=O)N)C1=C(C=CC=C1)[N+](=O)[O-])C1=CC=C(C=C1)[N+](=O)[O-])C